C(C)(C)NC(=O)C1=NN2C(CNCC2)=C1 N-isopropyl-4,5,6,7-tetrahydropyrazolo[1,5-a]pyrazine-2-carboxamide